N-carboxyl-methoxyamino-2-ethanol C(=O)(O)N(OC)CCO